C(C)OP(=O)(OCC)C(=O)C=1C=CC2=C(C=C(S2)C(=O)OC(C)(C)C)C1 tert-butyl 5-[(diethoxyphosphoryl) carbonyl]-1-benzothiophene-2-carboxylate